CC1=C(C(=C(C1([Hf]C=1C(C2=CC(=C(C=C2C1)C)C)CCCC)C)C)C)C Pentamethylcyclopentadienyl-(1-n-butyl-5,6-dimethylindenyl)hafnium